O=C1NC(CCC1N1C(C2=CC=C(C=C2C1=O)N1CC(CC1)CN1CCC(CC1)C1=CC=C(C=C1)NC=1N=C(N=NC1C(=O)N)N1C[C@@H](CC1)O)=O)=O 5-((4-(1-((1-(2-(2,6-dioxopiperidin-3-yl)-1,3-dioxoisoindolin-5-yl)pyrrolidine-3-yl)methyl)piperidin-4-yl)phenyl)amino)-3-((R)-3-hydroxypyrrolidin-1-yl)-1,2,4-triazine-6-Formamide